neooctanoate C(CCCC(C)(C)C)(=O)[O-]